N1(C=NC=C1)CC(=O)O imidazole-1-acetic acid